((tetrahydrofuran-3-yl)methyl)-7,9-dihydro-8H-purin-8-one O1CC(CC1)CC1=NC=C2NC(NC2=N1)=O